C(CCCCCCCCCCCCCCCCCCCCC)[SiH](O[SiH2]O[SiH2]O[SiH2]O[SiH2]O[SiH2]O[SiH2]O[SiH2]O[SiH2]O[SiH3])CCCCCCCCCCCCCCCC docosylcetyl-decasiloxane